ClC=1SC=C(C1NC(=O)C1=CN=C(S1)NC1=NC(=NC(=C1)N1CC(N(CC1)C)C)C)C(F)F N-(2-chloro-4-(difluoromethyl)thiophen-3-yl)-2-((2-methyl-6-(3,4-dimethylpiperazin-1-yl)pyrimidin-4-yl)amino)thiazole-5-carboxamide